5-[2-({[3-fluoro-1-(3-fluoro(2-pyridyl))cyclobutyl]methyl}amino)pyrimidin-5-yl]pyrimidin-2-ol FC1CC(C1)(C1=NC=CC=C1F)CNC1=NC=C(C=N1)C=1C=NC(=NC1)O